5-chloro-6-(1-(isopropylsulfonyl)-1H-indol-4-yl)-3,11,11-trimethyl-8,9,10,11-tetrahydrofuro[3,2-f][1,2,4]triazolo[4,3-a]quinoxaline ClC1=C(C2=C(C=3NC(C=4N(C13)C(=NN4)C)(C)C)CCO2)C2=C4C=CN(C4=CC=C2)S(=O)(=O)C(C)C